(3R)-3-amino-5-[(4-chlorophenyl)methyl]-8-fluoro-7-[5-(2-hydroxy-1,1-dimethyl-ethyl)-1,3,4-oxadiazol-2-yl]-1,1-dioxo-2,3-dihydro-1λ6,5-benzothiazepin-4-one N[C@H]1CS(C2=C(N(C1=O)CC1=CC=C(C=C1)Cl)C=C(C(=C2)F)C=2OC(=NN2)C(CO)(C)C)(=O)=O